4-((1-(4-(6-(trifluoromethyl)pyridazin-3-yl)piperazine-1-carbonyl)cyclopentyl)oxy)benzonitrile FC(C1=CC=C(N=N1)N1CCN(CC1)C(=O)C1(CCCC1)OC1=CC=C(C#N)C=C1)(F)F